N-butyl-N'-cyano-6-[4-fluoro-2-[5-fluoro-2-(methylsulfanyl)phenyl]pyrrolidin-1-yl]imidazo[1,2-b]pyridazine-3-carboximidamid C(CCC)NC(=NC#N)C1=CN=C2N1N=C(C=C2)N2C(CC(C2)F)C2=C(C=CC(=C2)F)SC